5-Ethyl-4-fluoro-1H-pyrazole C(C)C1=C(C=NN1)F